C1CCC2=CC(=CC=C12)NC(NS(=O)(=O)C=1OC=C(C1)C(C)(C)O)=O 3-(2,3-dihydro-1H-inden-5-yl)-1-([4-(2-hydroxypropan-2-yl)furan-2-yl]sulfonyl)urea